(S)-(4-fluoro-2,6-dimethylphenyl)(3-(4-((1-(3-fluoropropyl)pyrrolidin-3-yl)oxy)phenoxy)-6-hydroxybenzo[b]thiophen-2-yl)methanone FC1=CC(=C(C(=C1)C)C(=O)C1=C(C2=C(S1)C=C(C=C2)O)OC2=CC=C(C=C2)O[C@@H]2CN(CC2)CCCF)C